N-(7-fluoro-2-methyl-2H-indazol-5-yl)-4-(1-methylpiperidin-4-yl)-2,3-dihydro-1H-pyrrolo[2,3-b]pyridine-1-carboxamide formate C(=O)O.FC1=CC(=CC2=CN(N=C12)C)NC(=O)N1CCC=2C1=NC=CC2C2CCN(CC2)C